6-Bromoimidazo[1,2-a]pyridine-3-carboxylic acid ethyl ester C(C)OC(=O)C1=CN=C2N1C=C(C=C2)Br